4-chloro-1-oxo-6,7,8,9-tetrahydro-5H-1λ5-cyclohepta[b]pyridine ClC1=C2C(=N(C=C1)=O)CCCCC2